1-methoxy-4-propenylbenzene COC1=CC=C(C=C1)C=CC